FC1=C(C=CC=C1)CC[C@@H](C(=O)O)NC (S)-4-(2-fluorophenyl)-2-(methylamino)butanoic acid